3-([1,1':3',1''-terphenyl]-2'-yl-2,2'',3,3'',4,4'',5,5'',6,6''-d10)-1-(3-((9-(4-(tert-butyl)pyridin-2-yl)-9H-carbazol-2-yl)amino)phenyl)-1H-benzo[d]imidazol-3-ium chloride [Cl-].C1(=C(C(=C(C(=C1[2H])[2H])[2H])[2H])[2H])C1=C(C(=CC=C1)C1=C(C(=C(C(=C1[2H])[2H])[2H])[2H])[2H])[N+]1=CN(C2=C1C=CC=C2)C2=CC(=CC=C2)NC2=CC=1N(C3=CC=CC=C3C1C=C2)C2=NC=CC(=C2)C(C)(C)C